2-chloro-6-((4,6-dimethoxypyrimidine-2-yl)thio)benzoyl chloride ClC1=C(C(=O)Cl)C(=CC=C1)SC1=NC(=CC(=N1)OC)OC